CN(C/C=C/C(=O)NC1=CC=C2CCN(CC2=C1)C(=O)[O-])C (E)-7-(4-(Dimethylamino)but-2-enamido)-3,4-dihydroisoquinoline-2(1H)-carboxylate